(2S)-2-(9H-fluoren-9-ylmethoxycarbonylamino)-3-[(5-fluoropyridin-3-yl)methoxy]propanoic acid C1=CC=CC=2C3=CC=CC=C3C(C12)COC(=O)N[C@H](C(=O)O)COCC=1C=NC=C(C1)F